(R)-5-chloro-4-(cyclopentylmethoxy)-2-fluoro-N-((2-((methylamino)methyl)morpholino)sulfonyl)benzamide 2,2,2-trifluoroacetate FC(C(=O)O)(F)F.ClC=1C(=CC(=C(C(=O)NS(=O)(=O)N2C[C@H](OCC2)CNC)C1)F)OCC1CCCC1